4-(1,3-dioxo-1,3-dihydro-2h-isoindol-2-yl)butanoic acid O=C1N(C(C2=CC=CC=C12)=O)CCCC(=O)O